methyl 5-chloro-6-[[4-(4-pyridyl)piperazin-1-yl]methyl]pyridine-3-carboxylate ClC=1C=C(C=NC1CN1CCN(CC1)C1=CC=NC=C1)C(=O)OC